NC=1N=CC(=NC1C#CC(C(C)C)(C)O)C=1C=C(C=CC1C)C(C(=O)N)(C(F)(F)F)O 2-(3-(5-amino-6-(3-hydroxy-3,4-dimethylpent-1-ynyl)pyrazin-2-yl)-4-methylphenyl)-3,3,3-trifluoro-2-hydroxypropanamide